COC1=CC(=CC(=C1OC)O)[C@@H]2CCC3=C(O2)C(=C(C=C3C4=CC(=C(C5=C4CC[C@H](O5)C6=CC(=C(C(=C6)OC)OC)OC)O)OC)OC)O The molecule is a biflavonoid obtained by coupling of 8,3'-dihydroxy-7,4',5'-trimethoxyflavan and 8-hydroxy-7,3',4',5'-tetramethoxyflavan resulting in a bond between C-5 positions of the two chromene rings. Isolated from Muntingia calabura, it exhibits antineoplastic activity. It has a role as a metabolite and an antineoplastic agent. It is a biflavonoid, a hydroxyflavan, a polyphenol, a methoxyflavan and a ring assembly.